stilbenedisulfonic acid C1(=C(C(=CC=C1)S(=O)(=O)O)S(=O)(=O)O)C=CC1=CC=CC=C1